N-difluoromethyl-triazole FC(N1N=NC=C1)F